1,3,3-trimethylspiro[2H-indole-2,3'-[3H]pyrido[4,3-f][1,4]benzoxazine] CN1C2=CC=CC=C2C(C12OC1=C(N=C2)C2=C(C=C1)C=NC=C2)(C)C